(1-(2-methyl-3-(trifluoromethyl)phenyl)ethyl)-4-((1-methylpiperidin-4-yl)amino)-6-oxo-1-(tetrahydro-2H-pyran-4-yl)-1,6-dihydropyridine-3-carboxamide CC1=C(C=CC=C1C(F)(F)F)C(C)C=1N(C(C=C(C1C(=O)N)NC1CCN(CC1)C)=O)C1CCOCC1